2-(1,2-diphenyl-tetradecyl)malononitrile C1(=CC=CC=C1)C(C(CCCCCCCCCCCC)C1=CC=CC=C1)C(C#N)C#N